C(C1=CC=CC=C1)(C1=CC=CC=C1)C1N2N(C(C=3N1N=CC(C3O)=O)=O)C(CCC2C)C 12-benzhydryl-4-hydroxy-7,10-dimethyl-7,8,9,10-tetrahydro-12H-dipyridazino[1,2-a:1',6'-d][1,2,4]triazine-3,5-dione